benzyloxycarbonyl-L-Tyrosine C(C1=CC=CC=C1)OC(=O)N[C@@H](CC1=CC=C(C=C1)O)C(=O)O